C(C)(C)(C)[Si](OCC(COC=1C=2C3=C(NC2C(=C(C1)Cl)Cl)CCNC(C3C)=O)(F)F)(C)C 10-(3-((tert-Butyldimethyl-silyl)oxy)-2,2-difluoropropoxy)-7,8-dichloro-1-methyl-3,4,5,6-tetrahydroazepino[4,5-b]indol-2(1H)-one